2-Chloro-5-{[(2,2-dimethylpropionyl)amino]methyl}-N-{1-[4-(trifluoromethoxy)phenyl]-1H-indazol-4-yl}benzamide Thiosulfat S(=S)(=O)(O)O.ClC1=C(C(=O)NC2=C3C=NN(C3=CC=C2)C2=CC=C(C=C2)OC(F)(F)F)C=C(C=C1)CNC(C(C)(C)C)=O